C1(CCCCC1)C1=CC=C(CN(C(=O)[C@@H]2N(CCC2)S(=O)(=O)C2=C(C(=C(C(=C2F)F)F)F)F)C2=CC(=C(C(=O)O)C=C2)O)C=C1 (R)-4-(N-(4-cyclohexylbenzyl)-1-((pentafluorophenyl)sulfonyl)-pyrrolidine-2-carboxamido)-2-hydroxybenzoic acid